2,4-dibromo-5-methyl-pyrimidine BrC1=NC=C(C(=N1)Br)C